(S)-4-((1H-Indazol-5-yl)ethynyl)-N-((tetrahydrofuran-3-yl)methyl)-[2,4'-bipyrimidin]-2'-amine N1N=CC2=CC(=CC=C12)C#CC1=NC(=NC=C1)C1=NC(=NC=C1)NC[C@H]1COCC1